C(C=1C(C(=O)[O-])=CC(C(=O)[O-])=CC1)(=O)[O-].C(C)C=1NC=C([NH+]1)C.C(C)C=1NC=C([NH+]1)C.C(C)C=1NC=C([NH+]1)C 2-ethyl-4-methylimidazolium trimellitate